FC1(CC2CC(CN2C1)=C)F 2,2-difluoro-6-methylenetetrahydro-1H-pyrrolizine